(3R,6S,9aS)-1-((E)-3-(5-hydroxybenzo[d]thiazol-2-yl)acryloyl)-3-isobutyl-8-(1-isopropylpiperidin-4-yl)-6-neopentyltetrahydropyrazino[2,1-c][1,2,4]oxadiazine-4,7(3H,6H)-dione OC=1C=CC2=C(N=C(S2)/C=C/C(=O)N2O[C@@H](C(N3[C@@H]2CN(C([C@@H]3CC(C)(C)C)=O)C3CCN(CC3)C(C)C)=O)CC(C)C)C1